(S)-2-(4'-amino-4'H,6'H-spiro[piperidine-4,5'-pyrrolo[1,2-b]pyrazol]-1-yl)-5-(2,3-difluorophenyl)-3-methylpyridin-4(3H)-one NC1C2(CN3N=CC=C31)CCN(CC2)C2=NC=C(C([C@H]2C)=O)C2=C(C(=CC=C2)F)F